OC=1C=C(C=CC1)[C@H]1[C@@H](C1)C(=O)OCC Ethyl (trans)-2-(3-hydroxyphenyl)cyclopropanecarboxylate